4-(2',6'-dimethylphenoxy)phthalonitrile CC1=C(OC=2C=C(C(C#N)=CC2)C#N)C(=CC=C1)C